4-cyano-N-phenyl-N-[2-(pyridin-2-yl)ethyl]-benzenesulfonamide C(#N)C1=CC=C(C=C1)S(=O)(=O)N(CCC1=NC=CC=C1)C1=CC=CC=C1